ClC=1C=C(C=NC1)C1=CC=C(C=C1)NC(C(C)(C)C1=NC(=CC=C1)NS(=O)(=O)C1CC1)=O N-(4-(5-chloropyridin-3-yl)phenyl)-2-(6-(cyclopropanesulfonamido)pyridin-2-yl)-2-methylpropanamide